IC=1NN=CC1C#N 3-iodo-2H-pyrazole-4-carbonitrile